C1(=CC1)N[C@H]1[C@H](CC1)C1=C(C=C(C=C1)Cl)Cl cis-N-cyclopropenyl-2-(2,4-dichlorophenyl)cyclobutane-1-amine